NC1=NC=NN2C1=C(C(=N2)C2=CC=C(C=C2)NC(C(=C)F)=O)C2=CC(=C(C=C2)N(C2=NC=CC(=N2)C)C)F N-(4-(4-amino-5-(3-fluoro-4-(methyl(4-methylpyrimidin-2-yl)amino)phenyl)pyrazolo[5,1-f][1,2,4]triazin-6-yl)phenyl)-2-fluoroacrylamide